FC=1C=C(C(=NC1)OC)[C@@H]1N(CCC1)C1=NC=2N(C=C1)N=CC2C(=O)NC2=NN(C=C2)C(C)C (R)-5-(2-(5-fluoro-2-methoxypyridin-3-yl)pyrrolidin-1-yl)-N-(1-isopropyl-1H-pyrazol-3-yl)pyrazolo[1,5-a]pyrimidine-3-carboxamide